C1(CC1)CCC1=C(C=CC(=C1)N)C1=C(C(=CC=C1)OCC)C 2-(2-cyclopropylethyl)-3'-ethoxy-2'-methyl-[1,1'-biphenyl]-4-amine